ClC1=CC=C(C=C1)NC(C1=CC(=C(C=C1)N(C(=O)NCCC1=CC(=CC=C1)OC)CCN1CCOCC1)C)=O N-(4-chlorophenyl)-4-{3-(3-methoxyphenylethyl)-1-[2-(4-morpholinyl)ethyl]ureido}-3-methylbenzamide